1-hydroxy-4-[4-methylphenylamino]-9,10-anthraquinone OC1=CC=C(C=2C(C3=CC=CC=C3C(C12)=O)=O)NC1=CC=C(C=C1)C